Cl.N[C@H](C(=O)OC)C(C1CC1)C1CC1 methyl (2S)-2-amino-3,3-dicyclopropyl-propanoate hydrochloride